(2S)-2-benzyl-3-[(tert-butoxycarbonyl)amino]propanoic acid C(C1=CC=CC=C1)[C@H](C(=O)O)CNC(=O)OC(C)(C)C